FC1=C(CBr)C=CC(=C1F)C 2,3-difluoro-4-methylbenzyl bromide